O[C@@H](C(=O)OC(C)(C)C)COC1=CC=C(C=C1)B1OC(C(O1)(C)C)(C)C tert-Butyl (R)-2-hydroxy-3-(4-(4,4,5,5-tetramethyl-1,3,2-dioxaborolan-2-yl)phenoxy)propanoate